6-[5-hydroxy-4-oxo-3-(pyrrolidin-3-yl)quinazolin-7-yl]-2-methylimidazo[1,2-a]pyridine-8-carbonitrile OC1=C2C(N(C=NC2=CC(=C1)C=1C=C(C=2N(C1)C=C(N2)C)C#N)C2CNCC2)=O